N,N-dibutyl-4-nitroaniline C(CCC)N(C1=CC=C(C=C1)[N+](=O)[O-])CCCC